C(=CC1=CC=CC=C1)C=1NC2=C(N1)C=C1C(NC(=N1)C=CC1=CC=CC=C1)=C2 2,6-distyryl-1,7-dihydrobenzo[1,2-d:4,5-d']diimidazole